platinum (IV) oxalate C(C(=O)[O-])(=O)[O-].[Pt+4].C(C(=O)[O-])(=O)[O-]